C(C1=CC=CC=C1)OC1=CC=C(C=2CCC12)F 5-(Benzyloxy)-2-fluorobicyclo[4.2.0]octa-1(6),2,4-trien